Benzyl (S)-2-((2-((tert-butoxycarbonyl)amino)ethyl)(3-((tert-butyldimethylsilyl)oxy)propyl)amino)hexanoate C(C)(C)(C)OC(=O)NCCN([C@H](C(=O)OCC1=CC=CC=C1)CCCC)CCCO[Si](C)(C)C(C)(C)C